C1(CC1)COC1=CC2=C(CN(C(O2)=O)CC2=C(C(=CC=C2)NS(NC)(=O)=O)F)C=C1 7-(cyclopropylmethoxy)-3-({2-fluoro-3-[(methylsulfamoyl)amino]phenyl}methyl)-3,4-dihydro-2H-1,3-benzoxazin-2-one